NC=1C=C(C=CC1C=1COCC1C#N)CN(C(=O)C=1C=NC=CC1)C1=C(C=CC=C1)S(=O)(=O)C N-{[3-amino-4-(4-cyano-2,5-dihydrofuran-3-yl)phenyl]methyl}-N-(2-methanesulfonylphenyl)pyridine-3-carboxamide